NCCCCO[Si](OC)(OC)C gamma-aminopropyl-methyltrimethoxysilane